4-(2-amino-2-methylpropanoyl)-N-(1-(4-(((trans-4-aminocyclohexyl)amino)methyl)cyclohexyl)-2-oxo-1,2-dihydropyrimidin-4-yl)piperazine-1-carboxamide hydrochloride salt Cl.NC(C(=O)N1CCN(CC1)C(=O)NC1=NC(N(C=C1)C1CCC(CC1)CN[C@@H]1CC[C@H](CC1)N)=O)(C)C